FC1=CC=CC=2[C@@H](CC3=C(OC21)C=CC=C3)CNC |o1:6| (R*)-(6-fluoro-10,11-dihydrodibenzo[b,f]oxepin-10-yl)-N-methylmethanamine